3-phenyl-3-(4-morpholinophenyl)-6,7-dimethoxy-13,13-dimethyl-3H,13H-indeno[2',3':3,4]naphtho[1,2-b]pyran C1(=CC=CC=C1)C1(C=CC2=C(O1)C=1C=C(C(=CC1C1=C2C(C2=CC=CC=C21)(C)C)OC)OC)C2=CC=C(C=C2)N2CCOCC2